C(O)(O)=O.C(C)OC(=O)CN(C)C(N)=N Creatine ethyl ester carbonate